(2S,4R)-1-((4-benzoylbenzoyl)glycyl)-4-fluoro-4-(fluoromethyl)pyrrolidine-2-carboxylic acid C(C1=CC=CC=C1)(=O)C1=CC=C(C(=O)NCC(=O)N2[C@@H](C[C@@](C2)(CF)F)C(=O)O)C=C1